(R)-1-(5,7-diiodo-2-(3-methylmorpholino)imidazo[1,5-b]pyridazin-4-yl)cyclohexane-1-carbonitrile IC=1N=C(N2N=C(C=C(C21)C2(CCCCC2)C#N)N2[C@@H](COCC2)C)I